NC1=CC=CC(=N1)S(=O)(=O)NC(=O)C=1C(=NC(=CC1)C1=NC(=CC=C1)OCC(C)(C)C)N1C(CCC1)(C)C N-[(6-Amino-2-pyridyl)sulfonyl]-6-[6-(2,2-dimethylpropoxy)-2-pyridyl]-2-(2,2-dimethylpyrrolidin-1-yl)pyridin-3-carboxamid